F[C@H]1CN(C[C@H]1NC)C=1C=C2C=CC(=NC2=NC1)C1=CC2=CN(N=C2C(=C1O)C)C 5-{6-[(3S,4R)-3-fluoro-4-(methylamino)pyrrolidin-1-yl]-1,8-naphthyridin-2-yl}-2,7-dimethylindazol-6-ol